OC1=CC=C(C(=O)OC2(CC=C(CC2)C)C(C)C)C=C1 1-isopropyl-4-methylcyclohex-3-en-1-yl 4-hydroxybenzoate